BrC1=CC=C(C=C1)S(=O)(=O)N1C=C(C=C1)C(C1C(C(OC1)=O)=C)O 4-((1-((4-Bromophenyl)sulfonyl)-1H-pyrrol-3-yl)(hydroxy)methyl)-3-methylenedihydrofuran-2(3H)-one